C(C)(C)(C)OC(=O)N1CC2(C1)C[C@@H]([C@@H](CC2)NC2=CC=C1C(=NN(C1=C2)C)C2C(NC(CC2)=O)=O)C.NC2=CC(=NC=C2)OC2C1C3=C(C2CC1)C=C(C=C3)OC3=NC=CC(=C3)N 3,6-bis(4-amino-2-pyridyloxy)benzonorbornene tert-butyl-(6S,7R)-7-((3-(2,6-dioxopiperidin-3-yl)-1-methyl-1H-indazol-6-yl)amino)-6-methyl-2-azaspiro[3.5]nonane-2-carboxylate